OCCCC1=C(C=CC(=C1)C1=C(N=CS1)C)CNC(OC(C)(C)C)=O tert-butyl N-[[2-(3-hydroxypropyl)-4-(4-methylthiazol-5-yl)phenyl]methyl]carbamate